ClC1=C2C(=CNC2=C(C=C1)NS(=O)(=O)C=1C=NN(C1)CS(=O)(=O)C)C#N N-(4-Chloro-3-cyano-1H-indol-7-yl)-1-(methylsulfonylmethyl)pyrazol-4-sulfonamid